(methyl(piperidin-4-yl)amino)ethan CN(C1CCNCC1)CC